6-(5-bromo-2-thienyl)-3-methyl-2,3,4,5-tetrahydropyridine BrC1=CC=C(S1)C=1CCC(CN1)C